2-((2-(1,3-dioxolan-2-yl)-3,4-difluorophenyl)amino)-N-(2-bromo-6-methoxypyridin-3-yl)-5-fluoro-4-(trifluoromethyl)benzamide lithium (S)-4-tert-butoxycarbonylamino-2-hydroxybutyrate C(C)(C)(C)OC(=O)NCC[C@@H](C(=O)[O-])O.[Li+].O1C(OCC1)C1=C(C=CC(=C1F)F)NC1=C(C(=O)NC=2C(=NC(=CC2)OC)Br)C=C(C(=C1)C(F)(F)F)F